COC=1C(=NC2=CC=CC=C2C1)C1=CC=CC=C1 methoxy-2-phenylquinolin